3-methyl-2-(2-tetrahydro-pyran-4-ylpyrazolo[3,4-b]pyridin-6-yl)-5-(tri-fluoromethyl)phenol CC=1C(=C(C=C(C1)C(F)(F)F)O)C=1C=CC=2C(N1)=NN(C2)C2CCOCC2